C(C)C1=CC=C(C=C1)S(=O)(=O)NCCN1CCC(CC1)CN1N=NC(=C1)C1=C(NC2=CC=C(C=C12)F)C(=O)OCC Ethyl 3-(1-((1-(2-((4-ethylphenyl)sulfonamido)ethyl)piperidin-4-yl)methyl)-1H-1,2,3-triazol-4-yl)-5-fluoro-1H-indole-2-carboxylate